FC(C=1C=C(C=C(C1)C(F)(F)F)N1C[C@H](CC1)OCC(=O)O)(F)F ({(3S)-1-[3,5-bis(trifluoromethyl)phenyl]pyrrolidin-3-yl}oxy)acetic acid